IC(CCC)I 1,1-diiodobutane